3,3-Dimethyl-1-nitrosopyrrolidine-2-carboxylic acid CC1(C(N(CC1)N=O)C(=O)O)C